2-(2-Cyclopropylphenyl)-N-(4-(5-methyl-3-(trifluoromethyl)-1H-pyrazol-1-yl)benzyl)furo[3,2-d]pyrimidin-4-amine C1(CC1)C1=C(C=CC=C1)C=1N=C(C2=C(N1)C=CO2)NCC2=CC=C(C=C2)N2N=C(C=C2C)C(F)(F)F